disuccinate monohydrate O.C(CCC(=O)O)(=O)O.C(CCC(=O)O)(=O)O